C(=C)C1(OC(=O)C2=CC=CC=C12)C=C 3,3-divinylphthalide